3-((1H-isoindol-3-yl)amino)-1-(2,3-dihydrobenzo[b][1,4]dioxin-6-yl)propan-1-one C1N=C(C2=CC=CC=C12)NCCC(=O)C1=CC2=C(OCCO2)C=C1